(5-amino-1-{6-[(2,6-difluorophenyl)oxy]-4-methylpyridin-3-yl}pyrazol-4-yl)[2-(methylsulfonyl)-2,3,4,7-tetrahydro-1H-pyrrolo[2,3-H]isoquinolin-8-yl]methanone NC1=C(C=NN1C=1C=NC(=CC1C)OC1=C(C=CC=C1F)F)C(=O)C1=CC=2C(=CC=C3CCN(CC23)S(=O)(=O)C)N1